tert-butyl (S)-4-((R)-11-(4-fluorophenyl)-3-methoxy-6-oxo-10-(trifluoromethyl)-3,4-dihydro-2H,6H-[1,4]thiazepino[2,3,4-ij]quinazolin-8-yl)-3-methylpiperazine-1-carboxylate FC1=CC=C(C=C1)C1=C(C=C2C(=NC(N3C2=C1SC[C@@H](C3)OC)=O)N3[C@H](CN(CC3)C(=O)OC(C)(C)C)C)C(F)(F)F